(5-iodo-7-(3-methyl-1-(tetrahydro-2H-pyran-2-yl)-1H-pyrazol-5-yl)-2-((R)-3-methylmorpholino)imidazo[1,5-b]pyridazin-4-yl)-2-methylpropanenitrile IC=1N=C(N2N=C(C=C(C21)C(C#N)(C)C)N2[C@@H](COCC2)C)C2=CC(=NN2C2OCCCC2)C